NC1=C(C(=NN1C1(CC1)C)C1=CC=C(C=N1)C(C(=O)NC1=CC(=NO1)C1=C(C=C(C=C1)Cl)Cl)C)C#N 2-[6-[5-Amino-4-cyano-1-(1-methylcyclopropyl)pyrazol-3-yl]pyridin-3-yl]-N-[3-(2,4-dichlorophenyl)-1,2-oxazol-5-yl]propanamide